9-hydroxy-N-((S)-1-(((R)-4-hydroxy-3-oxo-1-((S)-2-oxopyrrolidin-3-yl)butan-2-yl)amino)-4,4-dimethyl-1-oxopentan-2-yl)-9H-fluorene-9-carboxamide OC1(C2=CC=CC=C2C=2C=CC=CC12)C(=O)N[C@H](C(=O)N[C@H](C[C@H]1C(NCC1)=O)C(CO)=O)CC(C)(C)C